4-[(2-hydroxyethyl)methylamino]benzaldehyde OCCN(C1=CC=C(C=O)C=C1)C